5-(2'-amino-5-chloro-2,4'-difluoro-[1,1'-biphenyl]-4-carboxamido)-3-chloro-N-((1-methyl-1H-pyrazol-3-yl)methyl)picolinamide NC1=C(C=CC(=C1)F)C1=C(C=C(C(=C1)Cl)C(=O)NC=1C=C(C(=NC1)C(=O)NCC1=NN(C=C1)C)Cl)F